(S)-1-(2,6-difluoro-3-methoxybenzyl)-3,4-dimethyl-2-oxo-N-(2,4,6-trifluorobenzyl)-1,2,3,4-tetrahydro-quinazoline-7-carboxamide FC1=C(CN2C(N([C@H](C3=CC=C(C=C23)C(=O)NCC2=C(C=C(C=C2F)F)F)C)C)=O)C(=CC=C1OC)F